N-(1-butylpiperidin-4-yl)-5-chloro-N-(4-fluorobenzyl)-1H-indazole-3-carboxamide C(CCC)N1CCC(CC1)N(C(=O)C1=NNC2=CC=C(C=C12)Cl)CC1=CC=C(C=C1)F